C(C)(C)(C)OC(\C=C\OC1=CC2=C(N(CC(CS2(=O)=O)(C(C)C)CC)C2=CC=CC=C2)C=C1SC)=O tert-butyl-(E)-3-((3-ethyl-3-isopropyl-7-(methylthio)-1,1-dioxido-5-phenyl-2,3,4,5-tetrahydro-1,5-benzothiazepin-8-yl)oxy)acrylate